(Ra)-6-(1-(4-((1R,5S)-3-Azabicyclo[3.1.0]hexan-3-yl)-3-fluorobenzyl)-4-chloro-1H-indazol-7-carboxamido)spiro[3.3]heptan [C@@H]12CN(C[C@H]2C1)C1=C(C=C(CN2N=CC3=C(C=CC(=C23)C(=O)NC2CC3(CCC3)C2)Cl)C=C1)F